butane-1,4-diyl bis(2-amino-3-phenylpropanoate) NC(C(=O)OCCCCOC(C(CC1=CC=CC=C1)N)=O)CC1=CC=CC=C1